2-(diphenylphosphoryl)succinic acid C1(=CC=CC=C1)P(=O)(C1=CC=CC=C1)C(C(=O)O)CC(=O)O